2-[acetyl-(2-phenylethyl)amino]-7-chloro-6-hydroxy-1-benzothiophene-3-carboxylic acid methyl ester COC(=O)C1=C(SC2=C1C=CC(=C2Cl)O)N(CCC2=CC=CC=C2)C(C)=O